5-(difluoromethyl)-2-pyrazinecarboxamide FC(C=1N=CC(=NC1)C(=O)N)F